C(C)(C)(C)OC(=O)N[C@H](C(=O)OC)CC1=COC=C1 methyl (2S)-2-(tert-butoxycarbonylamino)-3-(3-furyl)propanoate